5-bromo-N2-(2,2-dimethyl-4-(4-(4-methylpiperazin-1-yl)piperidin-1-yl)-2,3-dihydrobenzofuran-7-yl)-N4-(1-(methylsulfonyl)indolin-7-yl)pyrimidine-2,4-diamine BrC=1C(=NC(=NC1)NC1=CC=C(C=2CC(OC21)(C)C)N2CCC(CC2)N2CCN(CC2)C)NC=2C=CC=C1CCN(C21)S(=O)(=O)C